FC=1C(=C(C(=C(C1)F)C(C)C)CC(=O)NS(=O)(=O)C=1SC(=CN1)C(C)(C)O)C(C)C 2-(3,5-difluoro-2,6-diisopropylphenyl)-N-(5-(2-hydroxypropan-2-yl)thiazol-2-ylsulfonyl)acetamide